C1(CC1)N1C(=CC=2C(=CC=CC12)N[C@@H]1[C@@H](CNCC1)F)C#CCNC1=C(C=C(C=C1)S(=O)(=O)C)OC 1-cyclopropyl-N-((3R,4S)-3-fluoropiperidin-4-yl)-2-(3-((2-methoxy-4-(methylsulfonyl)phenyl)amino)prop-1-yn-1-yl)-1H-indol-4-amine